N1=C(C=CC(=C1)C1N(C)CCC1)C1=NC=C(C=C1)C1N(C)CCC1 binicotine